Racemic-tert-Butyl N-[2-[[2-(5-cyclopropylimidazol-1-yl)-1-methyl-ethyl]amino]ethyl]carbamate C1(CC1)C1=CN=CN1C[C@@H](C)NCCNC(OC(C)(C)C)=O |r|